FC=1C=C(CS)C=CC1F 3,4-difluorobenzyl thiol